FC1(C(C1)C(=O)NC1=NC=C2C=C(C=3N(C2=C1)C=CN3)C=3C=NC(=CC3C)[C@H](CC)O)F 2,2-difluoro-N-(4-{6-[(1S)-1-hydroxypropyl]-4-methylpyridin-3-yl}imidazo[1,2-a]1,6-naphthyridin-8-yl)cyclopropane-1-carboxamide